2-[[5-(3-chloro-2,6-difluoro-phenyl)-3-methyl-9-morpholino-6H-pyrazolo[4,3-d][1,3]benzodiazepin-1-yl]methoxy]ethyl-trimethyl-silane ClC=1C(=C(C(=CC1)F)C=1NC2=C(C3=C(N1)C(=NN3COCC[Si](C)(C)C)C)C=C(C=C2)N2CCOCC2)F